O[C@H]1[C@H]([C@@H](O[C@@H]1CO)N1C(NC(C=C1)=O)=O)SC 1-((2R,3R,4R,5R)-4-hydroxy-5-(hydroxymethyl)-3-(methylsulfanyl)tetrahydrofuran-2-yl)pyrimidine-2,4(1H,3H)-dione